C(C=C)(=O)N1C(CC(CC1)N1C=NC=2C(=NC=3C(=C(C(=CC3C21)Cl)C=2C(=C(C#N)C=CC2)C)F)N2CC(C2)N(C)C)CC#N 3-(1-(1-acryloyl-2-(cyanomethyl)piperidin-4-yl)-8-chloro-4-(3-(dimethylamino)azetidin-1-yl)-6-fluoro-1H-imidazo[4,5-c]quinolin-7-yl)-2-methylbenzonitrile